C(N)(O[C@]1(C([C@@H](C1)O)C(C)(C)C)C)=O tert-butyl((1R,3R)-3-hydroxy-1-methylcyclobutyl) carbamate